N1,N16-didodecyl-4,7,13-tris[3-(dodecylamino)-3-oxopropyl]-4,7,10,13-tetraazahexadecanediamide C(CCCCCCCCCCC)NC(CCN(CCN(CCNCCN(CCC(=O)NCCCCCCCCCCCC)CCC(NCCCCCCCCCCCC)=O)CCC(NCCCCCCCCCCCC)=O)CCC(=O)NCCCCCCCCCCCC)=O